5-(((Trans-3-(3-cyclopropyl-4-(1H-pyrrolo[3,2-b]pyridin-5-yl)-1H-pyrazol-1-yl)cyclobutyl)methyl)amino)-2-(2,6-dioxopiperidin-3-yl)isoindoline-1,3-dione C1(CC1)C1=NN(C=C1C1=CC=C2C(=N1)C=CN2)[C@@H]2C[C@H](C2)CNC=2C=C1C(N(C(C1=CC2)=O)C2C(NC(CC2)=O)=O)=O